dimethyl malonate C(CC(=O)OC)(=O)OC